C(C)(=O)NC=1SC2=C(N1)C=CC(=C2)N(C(=O)NC2=CC=C(C=C2)Cl)CCN2C(COCC2)=O 1-(2-acetylaminobenzo[d]thiazol-6-yl)-1-[2-(3-oxomorpholin-4-yl)ethyl]-3-(4-chlorophenyl)urea